Diallyldiethylammonium chlorid methyl-3-(5-trifluoromethyl-2H-benzotriazol-2-yl)-5-tert-butyl-4-hydroxyhydrocinnamate COC(CCC1=CC(=C(C(=C1)C(C)(C)C)O)N1N=C2C(=N1)C=CC(=C2)C(F)(F)F)=O.[Cl-].C(C=C)[N+](CC)(CC)CC=C